C(C)OCC1(CN(CC1)C(C)C=1C=CC(=NC1)C)CCC1=CC=CC=C1 5-(1-(3-(ethoxymethyl)-3-phenethyl-pyrrolidin-1-yl)ethyl)-2-methylpyridine